tert-butyl (2-(4-aminobutoxy)-4-(4-methylthiazol-5-yl)benzyl)carbamate NCCCCOC1=C(CNC(OC(C)(C)C)=O)C=CC(=C1)C1=C(N=CS1)C